[Br-].C(C1=CC=CC=C1)[N+]1=CC=C(C2=CC=CC=C12)C=NNC(=O)C1=NC(=CC=C1)C(=O)NN=CC1=CC=[N+](C2=CC=CC=C12)CC1=CC=CC=C1.[Br-] N'2,N'6-Bis[(1-benzylquinolinium-4-yl)methylene]pyridine-2,6-dicarbohydrazide bromide